methyl (1R,2S,4R,5S)-4-[[3-(3,5-difluorophenyl)-5-methyl-2-oxo-oxazolidine-5-carbonyl]amino]bicyclo[3.1.0]hexane-2-carboxylate FC=1C=C(C=C(C1)F)N1C(OC(C1)(C(=O)N[C@@H]1C[C@@H]([C@@H]2C[C@H]12)C(=O)OC)C)=O